1-(3-hydroxy-1H-pyrazol-1-yl)ethanone OC1=NN(C=C1)C(C)=O